(5S,8R)-N-(4-chloro-2-fluorobenzyl)-5-fluoro-8-hydroxy-5,6,7,8-tetra-hydroquinoline-5-carboxamide ClC1=CC(=C(CNC(=O)[C@]2(C=3C=CC=NC3[C@@H](CC2)O)F)C=C1)F